((5-methyl-1H-pyrazol-3-yl) amino) pyrimidine-4-carboxylate N1=CN=C(C=C1)C(=O)ONC1=NNC(=C1)C